3-((2,5-Bis(trifluoromethyl)pyrazolo[1,5-a]pyrimidin-7-yl)amino)-2-(4-fluorophenyl)-2-(pyrrolidin-3-yl)propan-1-ol FC(C1=NN2C(N=C(C=C2NCC(CO)(C2CNCC2)C2=CC=C(C=C2)F)C(F)(F)F)=C1)(F)F